6-[6-(5-tert-butyl-1,2,4-oxadiazol-3-yl)-4-(cyclopropylmethoxy)pyridin-3-yl]-2-oxa-6-azaspiro[3.3]heptane C(C)(C)(C)C1=NC(=NO1)C1=CC(=C(C=N1)N1CC2(COC2)C1)OCC1CC1